C(C)C1=NC(=C(C(=S)N)C=C1C(F)(F)F)CC diethyl-5-trifluoromethylthionicotinamide